O=C1CC[C@]12CN(CC2)C(=O)OC(C)(C)C tert-butyl (S)-1-oxo-6-azaspiro[3.4]octane-6-carboxylate